C(C)(C)(C)OC(=O)N1CC2=CC=C(C=C2C1)C1=CC(=CC=C1)OC 5-(3-methoxyphenyl)isoindoline-2-carboxylic acid tert-butyl ester